5-(6-((5-chloropyridin-2-yl)methoxy)pyridin-2-yl)-2-trityl-1,2,3,5-tetrahydropyrrolo[3,4-c]pyrrole ClC=1C=CC(=NC1)COC1=CC=CC(=N1)N1C=C2C(=C1)CN(C2)C(C2=CC=CC=C2)(C2=CC=CC=C2)C2=CC=CC=C2